O=C(CC(C(=O)[O-])=O)C(=O)[O-] dioxoglutarate